C1(CC1)C=1N=NN(C1)[C@H](C(=O)N1[C@@H](C[C@H](C1)O)C(=O)N[C@H](C)C1=C2C=CN=CC2=CC=C1)C(C)(C)C (2S,4R)-1-[(2S)-2-(4-cyclopropyltriazol-1-yl)-3,3-dimethyl-butanoyl]-4-hydroxy-N-[(1R)-1-(5-isoquinolyl)ethyl]pyrrolidine-2-carboxamide